(S)-4-(7-(4-(2-(2-aminopyridin-3-yl)-5-phenyl-3H-imidazo[4,5-b]pyridin-3-yl)benzyl)-2,7-diazaspiro[4.4]nonan-2-yl)-1,3,5-triazine-2-carbonitrile NC1=NC=CC=C1C1=NC=2C(=NC(=CC2)C2=CC=CC=C2)N1C1=CC=C(CN2C[C@@]3(CCN(C3)C3=NC(=NC=N3)C#N)CC2)C=C1